4-cyclopropoxy-1-methyl-5-(1-(1-phenylethyl)-1H-pyrazol-4-yl)pyridine-2(1H)-one C1(CC1)OC1=CC(N(C=C1C=1C=NN(C1)C(C)C1=CC=CC=C1)C)=O